N-(4-((2-(1,1-difluoroethyl)-6-methylpyrimidin-4-yl)amino)-5-((1-methylazetidin-3-yl)methoxy)pyridin-2-yl)acetamide FC(C)(F)C1=NC(=CC(=N1)NC1=CC(=NC=C1OCC1CN(C1)C)NC(C)=O)C